C1(CC1)C(C(C)(C)O)N1C(C2=C(C=C(C=C2C1)F)C1=CC=C(C=C1)C1=CC(=NO1)C)=O 2-(1-cyclopropyl-2-hydroxy-2-methylpropyl)-5-fluoro-7-(4-(3-methylisoxazol-5-yl)phenyl)isoindolin-1-one